N-[3-(benzyloxy)-2-cyano-5-fluorophenyl]-N-[(tert-butoxy)carbonyl]carbamic acid tert-butyl ester C(C)(C)(C)OC(N(C(=O)OC(C)(C)C)C1=C(C(=CC(=C1)F)OCC1=CC=CC=C1)C#N)=O